(1S,R,12bS)-7-bromo-3-((S)-1-hydroxyethyl)-1,2,3,12b-tetrahydrodipyrrolo[1,2-a:2',1'-c]quinoxaline-1,2-diol BrC1=CC=2N3C([C@@H]4N(C2C=C1)C([C@H]([C@H]4O)O)[C@H](C)O)=CC=C3